(Z)-Non-2-en-1-yl-4-((2-(4-(N-(2-(dinonylamino)ethyl)-N-nonylglycyl)piperazin-1-yl)-2-oxoethyl)(tetradecyl)amino)butanoate C(\C=C/CCCCCC)OC(CCCN(CCCCCCCCCCCCCC)CC(=O)N1CCN(CC1)C(CN(CCCCCCCCC)CCN(CCCCCCCCC)CCCCCCCCC)=O)=O